C(C)C=1C=C(C=CC1)/C=C(/C(=O)OCC)\C Ethyl (E)-3-(3-ethylphenyl)-2-methylacrylate